OC1=C2C=CN(C(C2=C(C=C1)C)=O)C 5-hydroxy-2,8-dimethyl-isoquinolin-1-one